methyl 3-methyl-5-(5-(methylamino)pyrimidin-2-yl)picolinate CC=1C(=NC=C(C1)C1=NC=C(C=N1)NC)C(=O)OC